C1[C@@H]([C@H](OC2=C1C(=C(C(=C2)O)[C@H]3[C@@H]([C@H](OC4=CC(=CC(=C34)O)O)C5=CC(=C(C=C5)O)O)O)O)C6=CC(=C(C(=C6)O)O)O)O The molecule is a proanthocyanidin consisting of (+)-catechin and (+)-gallocatechin units joined by a (4alpha->6)-linkage. It has a role as a metabolite. It is a hydroxyflavan, a proanthocyanidin, a biflavonoid and a polyphenol. It derives from a (+)-catechin and a (+)-gallocatechin.